NC([C@H](CN1CC2=CC(=CC=C2[C@H](C1)C)C(=O)NC=1C=NC=C(C1)CC(F)(F)F)O)=O (4R)-2-[(2S)-3-amino-2-hydroxy-3-oxo-propyl]-4-methyl-N-[5-(2,2,2-trifluoroethyl)-3-pyridyl]-3,4-dihydro-1H-isoquinoline-7-carboxamide